N-(4-(phenanthren-9-yl)phenyl)-[1,1'-biphenyl]-4-amine C1=CC=CC=2C3=CC=CC=C3C(=CC12)C1=CC=C(C=C1)NC1=CC=C(C=C1)C1=CC=CC=C1